4-(2-((1S,2S)-2-fluorocyclopropane-1-carboxamido)benzo[d]thiazol-6-yl)-N,N-dimethyl-1H-indazole-7-carboxamide F[C@@H]1[C@@H](C1)C(=O)NC=1SC2=C(N1)C=CC(=C2)C2=C1C=NNC1=C(C=C2)C(=O)N(C)C